C(C)(C)(C)OC(NC=1N=C(SC1)C(F)(F)F)=O (2-(trifluoromethyl)thiazol-4-yl)carbamic acid tert-butyl ester